NC1=NC=NN2C1=C(C=C2C=2C=C(C(=NC2C)C)C(=O)N[C@@H]2CN(C[C@@H]2F)C(CC(C(F)(F)F)C)=O)C(F)(F)F 5-[4-amino-5-(trifluoromethyl)pyrrolo[2,1-f][1,2,4]triazin-7-yl]-N-[(3R,4S)-4-fluoro-1-(4,4,4-trifluoro-3-methylbutanoyl)pyrrolidin-3-yl]-2,6-dimethylpyridine-3-carboxamide